FC=1C=C(C=C(C1)F)N1C(=NC(=C1)C1=CC=CC=C1)SCC1=CC=C(C=C1)C(F)(F)F 1-(3,5-difluorophenyl)-4-phenyl-2-((4-(trifluoromethyl)benzyl)thio)-1H-imidazole